methyl 1-isopropylsulfonylcyclopropanecarboxylate C(C)(C)S(=O)(=O)C1(CC1)C(=O)OC